Tert-butyl (S)-6-(3-(4-benzyl-2-ethyl-2-methylpiperazin-1-yl)-5-methyl-1H-pyrazol-1-yl)-2-azaspiro[3.3]heptane-2-carboxylate C(C1=CC=CC=C1)N1C[C@](N(CC1)C1=NN(C(=C1)C)C1CC2(CN(C2)C(=O)OC(C)(C)C)C1)(C)CC